N4,N4'-bis(biphenyl-4-yl)biphenyl-4,4'-diamine C1(=CC=C(C=C1)NC1=CC=C(C=C1)C1=CC=C(C=C1)NC1=CC=C(C=C1)C1=CC=CC=C1)C1=CC=CC=C1